4-Chloro-2-methylpyrrolo[1,2-a]pyrimidine-7-carboxylic acid methyl ester COC(=O)C=1C=C2N(C(=CC(=N2)C)Cl)C1